2-fluoro-acetic acid ethyl ester TFA salt OC(=O)C(F)(F)F.C(C)OC(CF)=O